methyl 2-((4-isopropyl-1-methylcyclohex-3-en-1-yl)thio)acetate C(C)(C)C1=CCC(CC1)(C)SCC(=O)OC